COC=1C=C(C=C(C1)OC)N(C(=O)C=1N=C(SC1)C#C)C1C(N(CC1)CC)=O N-(3,5-Dimethoxyphenyl)-N-(1-ethyl-2-oxopyrrolidin-3-yl)-2-ethynylthiazole-4-carboxamide